C(C)OC(CC(=O)C1=CC=C(C(=O)OCC)C=C1)=O ethyl 4-(3-ethoxy-3-oxopropanoyl)benzoate